(2-methyl-5-(trifluoromethyl)benzofuran-7-yl)boronic acid CC=1OC2=C(C1)C=C(C=C2B(O)O)C(F)(F)F